C(C)(C)(C)NC(CN(C)C=1C2=C(N=C(N1)C=1N=CNC1)CCC2)=O N-tert-butyl-2-{[2-(1H-imidazol-4-yl)-5H,6H,7H-cyclopenta[d]pyrimidin-4-yl](methyl)amino}acetamide